2-(5-methylfuran-2-yl)cyclopropane-1-carboxylic acid CC1=CC=C(O1)C1C(C1)C(=O)O